[Ge].COC1=CC(=CC=C1O)\C=C\C(=O)CC(=O)\C=C\C1=CC=C(O)C(OC)=C1 curcumin germanium